COCCNC(=O)C1=CC2=C(N3C=4C=CC=CC4N=C13)N=C(C=C2C(F)(F)F)N2CC(NC(C2)C)C 2-(3,5-Dimethyl-piperazin-1-yl)-4-trifluoromethyl-1,7,11b-triaza-benzo[c]fluorene-6-carboxylic acid (2-methoxy-ethyl)-amide